COC=1C=C(C=C(C1OC)OC)NC1=C2C=C(NC2=CC(=C1)Cl)C(=O)OCC Ethyl 4-((3,4,5-trimethoxyphenyl) amino)-6-chloro-1H-indole-2-carboxylate